O=C1N(C(CC1)=O)CCCC1=CC=C(C2=CC=CC=C12)C 2,5-dioxopyrrolidin-1-yl-3-(4-methylnaphthalen-1-yl)propane